ClC1=C(C=CC=C1)CC(=O)NC=1C=C(C2=CN(N=C2C1)COCC[Si](C)(C)C)S(N)(=O)=O 2-(2-chlorophenyl)-N-(4-sulfamoyl-2-((2-(trimethylsilyl)ethoxy)methyl)-2H-indazol-6-yl)acetamide